[2-(4,4-dioctoxybutanoyloxymethyl)-2-(hydroxymethyl)-3-[(9Z,12Z)-octadeca-9,12-dienoyl] oxy-propyl] (9Z,2Z)-octadeca-9,12-dienoate C(CCCCCCC\C=C/CC=CCCCCC)(=O)OCC(COC(CCCCCCC\C=C/C\C=C/CCCCC)=O)(CO)COC(CCC(OCCCCCCCC)OCCCCCCCC)=O